[Si](C)(C)(C(C)(C)C)C#CC=1N=C(C(=NC1)C1=C(C2=C(N=CN=C2N)N1C)C1=CC=C(C=C1)OC1=NC=CC(=C1)C)C 6-{5-[2-(tert-butyldimethylsilyl)ethynyl]-3-methylpyrazin-2-yl}-7-methyl-5-{4-[(4-methylpyridin-2-yl)oxy]phenyl}-7H-pyrrolo[2,3-d]pyrimidin-4-amine